C(#N)C1=CC=C(OC(C(=O)NC=2SC3=C(N2)C=C(C(=C3)OC)OC)C3=CC=C(C=C3)OCCN3CCOCC3)C=C1 2-(4-cyano-phenoxy)-N-(5,6-dimethoxy-benzothiazol-2-yl)-2-[4-(2-morpholin-4-yl-ethoxy)-phenyl]-acetamide